C(CCCCCCCCCCCCCCCCC)(=O)NCCNC(CCCCCCCCCCCCCCCCC)=O distearoyl-ethylenediamine